ClC=1C(=NC(=NC1)NC=1C=C2CCN(CC2=CC1)C(C(F)(F)F)=O)NC1=CC=C2C(OC(C2=C1)=O)(C)C 6-((5-chloro-2-((2-(2,2,2-trifluoroacetyl)-1,2,3,4-tetrahydroisoquinolin-6-yl)amino)pyrimidin-4-yl)amino)-3,3-dimethylisobenzofuran-1(3H)-one